C(C1=CC=CC=C1)OC(N(C)CC(OC)OC)=O N-(2,2-Dimethoxyethyl)-N-methyl-carbamic acid benzyl ester